2-(5-cyclopropyl-3-(ethylsulfonyl)pyridin-2-yl)-1-methyl-1H-imidazole-5-carbaldehyde C1(CC1)C=1C=C(C(=NC1)C=1N(C(=CN1)C=O)C)S(=O)(=O)CC